triphenyl-[4-(4-phenyl-buta-1,3-diynyl)-benzyl]-phosphonium iodide [I-].C1(=CC=CC=C1)[P+](CC1=CC=C(C=C1)C#CC#CC1=CC=CC=C1)(C1=CC=CC=C1)C1=CC=CC=C1